NC=1C=C(C(=NC1)C(O)C1CC1)Cl (5-amino-3-chloropyridin-2-yl)(cyclopropyl)methanol